C(C)(C)(C)NC[C@H](O)C1=CC=CC(=N1)C#N (S)-6-(2-(tert-butylamino)-1-hydroxyethyl)pyridinecarbonitrile